(R)-3-((S)-3-(tert-butoxy)-3-(3-(chlorosulfonyl)phenyl)-1-oxopropane-2-yl)pyrrolidine-1-carboxylic acid tert-butyl ester C(C)(C)(C)OC(=O)N1C[C@H](CC1)[C@H](C=O)C(C1=CC(=CC=C1)S(=O)(=O)Cl)OC(C)(C)C